3-fluoropyrimidin FN1CN=CC=C1